C(C=C)OC(=O)N[C@@H](CC1=CC=C(C=C1)OC(C)(C)C)C(=O)O N-(allyloxycarbonyl)-O-t-butyltyrosine